(S)-1-cyclobutyl-N-(2,3-difluoro-4-((3-(2-(piperidin-3-ylamino)pyrimidin-4-yl)pyridin-2-yl)oxy)phenyl)methanesulfonamide C1(CCC1)CS(=O)(=O)NC1=C(C(=C(C=C1)OC1=NC=CC=C1C1=NC(=NC=C1)N[C@@H]1CNCCC1)F)F